7-amino-N-[2-(4-amino-3-methoxy-3-methylpyrrolidin-1-yl)-3-fluoro-5,6,7,8-tetrahydroquinolin-6-yl]-3-methylthieno[2,3-b]pyrazine-6-carboxamide NC1=C(SC2=NC(=CN=C21)C)C(=O)NC2CC=1C=C(C(=NC1CC2)N2CC(C(C2)N)(C)OC)F